(2,6-Dichloropyridin-4-yl)methyl methyl-L-cysteinate hydrochloride Cl.CN[C@@H](CS)C(=O)OCC1=CC(=NC(=C1)Cl)Cl